C12CN(CC(CC1)C2)C(=O)C2=CC1=C(C=N2)C(=NN1CS(=O)(=O)C)C=1C=NN2C1C=CC=C2 (3-aza-bicyclo[3.2.1]oct-3-yl)-(1-methanesulfonylmethyl-3-pyrazolo[1,5-a]pyridin-3-yl-1H-pyrazolo[4,3-c]pyridin-6-yl)-methanone